phenylthiol C1=CC=C(C=C1)S